IC1=CC=C(C=C1)N1C(C=2C(=NC=3C=CC(=CC3C2C1=O)S(=O)(=O)N1CCCC1)C)=O 2-(4-iodophenyl)-4-methyl-8-(pyrrolidine-1-sulfonyl)-1H,2H,3H-pyrrolo[3,4-c]quinoline-1,3-dione